(R)-3-bromo-N-(4-cyano-2-fluoro-3-methoxyphenyl)-2-hydroxy-2-methylpropanamide BrC[C@](C(=O)NC1=C(C(=C(C=C1)C#N)OC)F)(C)O